tert-butyl (5-((3,4-dimethylbenzyl)amino)-6-(hydroxymethyl)pyridazin-3-yl)carbamate CC=1C=C(CNC=2C=C(N=NC2CO)NC(OC(C)(C)C)=O)C=CC1C